OC(C)CC(CCCC)OC1=NC(=NC(=N1)OC(CC(C)O)CCCC)C1=C(C=C(C=C1)C)C 2,4-bis(2-hydroxy-4-octyloxy)-6-(2,4-dimethylphenyl)-s-triazine